C(#N)C=1C=CC(=C2C=CC=NC12)N1C[C@]2(C[C@]2(C1)C(F)(F)F)C(=O)NC1CCN(CC1)CC1CC1 |o1:14,16| (1R,5S) or (1S,5R)-3-(8-cyanoquinolin-5-yl)-N-(1-(cyclopropylmethyl)piperidin-4-yl)-5-(Trifluoromethyl)-3-azabicyclo[3.1.0]hexane-1-carboxamide